1-(5-(2-aminopyrimidin-4-yl)-4-methylthiazol-2-yl)-3-(4-(morpholinomethyl)phenyl)urea NC1=NC=CC(=N1)C1=C(N=C(S1)NC(=O)NC1=CC=C(C=C1)CN1CCOCC1)C